COS(=O)(=O)[O-].C(CCCCC)OC(CCCCCCCCC(=O)OC(C[N+](C)(C)C)COC(CCCCCCCCC(OCCCCCC)=O)=O)=O 2,3-Bis((10-(hexyloxy)-10-oxodecanoyl)oxy)-N,N,N-trimethylpropan-1-aminium methyl-sulfate